4-[4-(2,2-difluoro-benzo[1,3]dioxol-4-yl)-2,6-difluoro-phenylsulfanyl]-butyric acid FC1(OC2=C(O1)C=CC=C2C2=CC(=C(C(=C2)F)SCCCC(=O)O)F)F